tert-butyl N-[4-[(E)-4-[(3R)-3-[4-amino-3-(4-phenoxyphenyl)pyrazolo[3,4-d]pyrimidin-1-yl]-1-piperidyl]-4-oxo-but-2-enoxy]butyl]carbamate NC1=C2C(=NC=N1)N(N=C2C2=CC=C(C=C2)OC2=CC=CC=C2)[C@H]2CN(CCC2)C(/C=C/COCCCCNC(OC(C)(C)C)=O)=O